C(#N)C=1C(=NC(=CC1C(F)(F)F)C)N1[C@@H]([C@@H](CC1)O)C(=O)N(C=1C=C(C=CC1)C)C (2S,3R)-1-[3-cyano-6-methyl-4-(trifluoromethyl)-2-pyridyl]-3-hydroxy-N-methyl-N-(m-tolyl)pyrrolidine-2-carboxamide